C(#N)C1=C(N=C2N(C1=O)C=C(C=C2[C@@H](C)NC2=C(C(=O)O)C=CC=C2)C)N2CCC(CC2)(F)F (R)-2-((1-(3-cyano-2-(4,4-difluoropiperidin-1-yl)-7-methyl-4-oxo-4H-pyrido[1,2-a]pyrimidin-9-yl)ethyl)amino)benzoic acid